FC1=C(C(=CC=C1)F)N1N=C(C(=C1)NC1=CC=C(C=C1)C1=NC(=NN1CC)C(F)(F)F)C(=O)N 1-(2,6-difluorophenyl)-4-((4-(1-ethyl-3-(trifluoromethyl)-1H-1,2,4-triazol-5-yl)phenyl)amino)-1H-pyrazole-3-carboxamide